tetrazine boron fluoride B(F)(F)F.N1=NN=NC=C1